The molecule is a 4-hydroxy-3-polyprenylbenzoate in which the polyprenyl chain contains 9 prenyl units; major species at pH 7.3. It is a conjugate base of a 4-hydroxy-3-all-trans-nonaprenylbenzoic acid. CC(=CCC/C(=C/CC/C(=C/CC/C(=C/CC/C(=C/CC/C(=C/CC/C(=C/CC/C(=C/CC/C(=C/CC1=C(C=CC(=C1)C(=O)O)[O-])/C)/C)/C)/C)/C)/C)/C)/C)C